tert-Butyl 2-(3-Acetyl-5-bromo-6-(hex-5-en-1-yloxy)-1H-indazol-1-yl)acetate C(C)(=O)C1=NN(C2=CC(=C(C=C12)Br)OCCCCC=C)CC(=O)OC(C)(C)C